CC1N(CCC(C1)C1=C(C(=NO1)C)NC(=O)O[C@H](C)C1=CC=CC=C1)C1=CC=C(C=C1)C1(CC1)C(=O)OCC ethyl 1-[4-[2-methyl-4-[3-methyl-4-[[(1R)-1-phenyl ethoxy] carbonylamino] isoxazol-5-yl]-1-piperidyl]phenyl]cyclopropanecarboxylate